Docosa-13-en-1-ol C(CCCCCCCCCCCC=CCCCCCCCC)O